[Br-].CN1C(=NC=C1)CC 1-methyl-2-ethylimidazole bromide